1,3,5-triethoxy-2,4,6-trinitrobenzene C(C)OC1=C(C(=C(C(=C1[N+](=O)[O-])OCC)[N+](=O)[O-])OCC)[N+](=O)[O-]